FC=1C=CC(=C(C1)OB(O)O)O (5-fluoro-2-hydroxyphenyl)-boric acid